1-(4-nitrophenyl-ethyl)-piperazine [N+](=O)([O-])C1=CC=C(C=C1)CCN1CCNCC1